(S)-tert-butyl-3-methyl-4-(pyridazin-3-ylmethyl)piperazine C(C)(C)(C)N1C[C@@H](N(CC1)CC=1N=NC=CC1)C